C(C)OC(=O)C1=CC=2C=3C=NNC3C=CC2S1 3H-Thieno[3,2-e]indazole-7-carboxylic acid ethyl ester